C(C)(=O)NCC(=O)CO[Si](OC)(OC)CCCN (N-Acetylglycyl)-3-aminopropyltrimethoxysilane